C([O-])([O-])=O.S[Ca+2] sulfhydryl-calcium carbonate